C(C)(C)C1=NN=C2N1CC(CC2)N2N=C1N=C(C=CC1=C2)C2=C(C=C(C=C2C)C(F)(F)F)O 2-(2-(3-isopropyl-5,6,7,8-tetrahydro-[1,2,4]triazolo[4,3-a]pyridin-6-yl)-2H-pyrazolo[3,4-b]pyridin-6-yl)-3-methyl-5-(trifluoromethyl)phenol